C(C)C1=C(C(=O)C=2C=NC3=CC(=CC=C3C2OC2=CC(=C(C(=C2)OC)/C=C/C(=O)O)OC)O)C=CC=C1 (E)-3-(4-((3-(2-ethylbenzoyl)-7-hydroxyquinolin-4-yl)oxy)-2,6-dimethoxyphenyl)acrylic acid